diundecyl 2-(6-(decyl(2-hydroxyethyl)amino)hexyl)-2-methylmalonate C(CCCCCCCCC)N(CCCCCCC(C(=O)OCCCCCCCCCCC)(C(=O)OCCCCCCCCCCC)C)CCO